O=C1NC(CCC1C1=NN(C2=CC(=CC=C12)NCC1CCC(CC1)CNC(OC(C)(C)C)=O)C)=O tert-butyl (((1s,4s)-4-(((3-(2,6-dioxopiperidin-3-yl)-1-methyl-1H-indazol-6-yl)amino)methyl)cyclohexyl)methyl)carbamate